FC1=C(C(=CC=C1)O)C(C)=O 1-(2-fluoro-6-hydroxyphenyl)ethan-1-one